FC1=C(C=C(C(=C1)F)F)C1=CN=C(N1)C1N(CCCC1)C(CC)=O 1-(2-(5-(2,4,5-trifluorophenyl)-1H-imidazol-2-yl)piperidin-1-yl)propan-1-one